C(C)C(C)=NO methyl Ethyl Ketone oxime